C(C)OC1=NC=C(C=N1)[C@@H](CC(=O)O)N1N=CC2=CC(=CC=C12)OCCC1=NC=2NCCCC2C=C1 (R)-3-(2-ethoxypyrimidin-5-yl)-3-(5-(2-(5,6,7,8-tetrahydro-1,8-naphthyridin-2-yl)ethoxy)-1H-indazol-1-yl)propionic acid